N1=C(C=CC=C1)C=1C=NCCC1 5',6'-dihydro-[2,3'-bipyridine]